BrC1=CC=C(C=C1)C(C)N1N=CC2=C(C=CC(=C12)C(=O)NC1CC2(CC(C2)C(=O)O)C1)Cl 6-(1-(1-(4-Bromophenyl)ethyl)-4-chloro-1H-indazole-7-carboxamido)spiro[3.3]heptane-2-carboxylic acid